Dibutyltin(IV) oxide C(CCC)[Sn](CCCC)=O